C(C)(C)(C)OC(=O)N([C@H](C(=O)O)CCC1=CC(=CC=C1)Cl)C (S)-2-((tert-Butoxycarbonyl)(methyl)amino)-4-(3-chlorophenyl)butanoic acid